2-{4-[4-(5-{(3R)-3-[(2,5,7-trimethyl[1,2,4]triazolo[1,5-a]pyrimidin-6-yl)methyl]pyrrolidin-1-yl}pyrazin-2-yl)benzyl]piperazin-1-yl}ethanol CC1=NN2C(N=C(C(=C2C)C[C@H]2CN(CC2)C=2N=CC(=NC2)C2=CC=C(CN3CCN(CC3)CCO)C=C2)C)=N1